CN1N=C(C2=CC=CC(=C12)C1CCN(CC1)C[C@H]1[C@@H](CNCC1)C)C1C(NC(CC1)=O)=O 3-(1-methyl-7-(1-(((3S,4R)-3-methylpiperidin-4-yl)methyl)piperidin-4-yl)-1H-indazol-3-yl)piperidine-2,6-dione